COC1=CC2=C(C=N1)CN(C2)C2=NC=CC(=N2)C2=NC=CC(=N2)C#CC=2C=C1C=NNC1=CC2 5-((2'-(6-methoxy-1,3-dihydro-2H-pyrrolo[3,4-c]pyridin-2-yl)-[2,4'-bipyrimidin]-4-yl)ethynyl)-1H-indazole